6-methoxy-1-methyl-4-[4-methyl-4-(5-methyl-1,3-benzoxazol-2-yl)piperidin-1-yl]-2-oxo-1,2-dihydroquinoline-3-carbonitrile COC=1C=C2C(=C(C(N(C2=CC1)C)=O)C#N)N1CCC(CC1)(C=1OC2=C(N1)C=C(C=C2)C)C